FC=1C=C2C=C(C(NC2=CC1)=O)CC=1C2=CN(N=C2C=CC1)C 6-Fluoro-3-((2-methyl-2H-indazol-4-yl)methyl)quinolin-2(1H)-one